(E)-1-(4-Hydroxyphenyl)-3-[3-(trifluoromethoxy)phenyl]prop-2-en-1-one OC1=CC=C(C=C1)C(\C=C\C1=CC(=CC=C1)OC(F)(F)F)=O